4-(((3R,4S)-3-hydroxy-3-(hydroxymethyl)-4-((4-(trifluoromethyl)phenyl)sulfonyl)pyrrolidin-1-yl)sulfonyl)-3-methoxybenzonitrile O[C@]1(CN(C[C@@H]1S(=O)(=O)C1=CC=C(C=C1)C(F)(F)F)S(=O)(=O)C1=C(C=C(C#N)C=C1)OC)CO